BrC1=CC(=C(C(=C1)F)C1=NC2=C(N1C[C@@H]1OCCN(C1)C(C)=O)C=C(C(=C2)Cl)F)Cl (S)-1-(2-((2-(4-Bromo-2-chloro-6-fluorophenyl)-5-chloro-6-fluoro-1H-benzo[d]imidazole-1-yl)methyl)morpholino)ethan-1-one